BrC=1C=CC(=NC1)C(C)(C)N1C(C2=CC=CC=C2C1=O)=O 2-[1-(5-bromo-2-pyridyl)-1-methyl-ethyl]isoindoline-1,3-dione